Cl.ClC1=CC=C(N=N1)N[C@H]1CNCCC1 6-chloro-N-[(3R)-piperidin-3-yl]pyridazin-3-amine hydrochloride